C(C1=CC=CC=C1)OC1=C(C(=NC(=C1)Cl)C)C(=O)NNC(OC(C)(C)C)=O tert-butyl N-[(4-benzyloxy-6-chloro-2-methyl-pyridine-3-carbonyl)amino]carbamate